O1CCN(CC1)C1(CCCCC1)CNC(=O)C1=NNC(=C1)C=1C=C(C=CC1)C=1OC(=CN1)C(=O)NC(CC)CC 2-(3-(3-(((1-morpholinocyclohexyl)methyl)carbamoyl)-1H-pyrazol-5-yl)phenyl)-N-(pentan-3-yl)oxazole-5-carboxamide